5-(4-chlorobenzyl)-8-isopropyl-7-methyl-2-phenyl-2,5,8-triazaspiro[3.5]nonane-6,9-dione ClC1=CC=C(CN2C3(CN(C3)C3=CC=CC=C3)C(N(C(C2=O)C)C(C)C)=O)C=C1